COCN1N=C(C(=C1)C1=CN=C2N1C=CN=C2N)C(F)(F)F 3-(1-(Methoxymethyl)-3-(trifluoromethyl)-1H-pyrazol-4-yl)imidazo[1,2-a]pyrazin-8-amine